COC1=CC=C(C=C1)NC1=NC=2N(C(C(=NC2C=N1)C1=CC=CC=C1)=O)C1=C(C=CC=C1)C=CC(=O)N 3-(2-(((4-methoxyphenyl)amino)-7-oxo-6-phenylpteridin-8(7H)-yl)phenyl)acrylamide